ClC=1C2=CN(N=C2C=C(C1C1=CC=CN2C(=CC=C12)C(=O)C1=CC(=C(C(=C1)F)NC(\C=C\CNC1CCC(CC1)OC)=O)F)C(F)(F)F)C (E)-N-(4-(8-(4-chloro-2-methyl-6-(trifluoromethyl)-2H-indazol-5-yl)indolizine-3-carbonyl)-2,6-difluorophenyl)-4-(((1r,4r)-4-methoxycyclohexyl)amino)but-2-enamide